1-[6-(2-Chlorophenoxy)-3,3-dimethyl-1H,2H,3H-pyrrolo[3,2-c]pyridin-1-yl]-2-[(2R,5R)-2-[(4-fluoro-1H-pyrazol-1-yl)methyl]-5-methylpiperazin-1-yl]ethan-1-one hydrochloride Cl.ClC1=C(OC2=CC3=C(C=N2)C(CN3C(CN3[C@H](CN[C@@H](C3)C)CN3N=CC(=C3)F)=O)(C)C)C=CC=C1